C1(CCCCC1)P(C1=C(C=CC=C1)C1=CC=NN1C)C1CCCCC1 5-(2-(dicyclohexylphosphino)phenyl)-1-methyl-1H-pyrazole